COC(=O)C1=CC=C(C=C1)C1(CC1)N(C(=O)C1=NOC2=C1CN(CC2)C(=O)OC(C)(C)C)C tert-butyl 3-(1-[4-(methoxycarbonyl)phenyl]cyclopropyl(methyl)carbamoyl)-4H,5H,6H,7H-[1,2]oxazolo[4,5-c]pyridine-5-carboxylate